2,2,2-trichloroethyl N-[2-methylsulfanyl-4-[(7-oxo-6,8-dihydro-5H-1,8-naphthyridin-4-yl)oxy]phenyl]carbamate CSC1=C(C=CC(=C1)OC1=CC=NC=2NC(CCC12)=O)NC(OCC(Cl)(Cl)Cl)=O